2-isopropyl-sebacic acid C(C)(C)C(C(=O)O)CCCCCCCC(=O)O